4-((3-(methylcarbamoyl)-7-(trifluoromethyl)thieno[3,2-b]pyridin-5-yl)sulfonyl)piperidine-1-carboxylic acid tert-butyl ester C(C)(C)(C)OC(=O)N1CCC(CC1)S(=O)(=O)C1=CC(=C2C(=N1)C(=CS2)C(NC)=O)C(F)(F)F